2-isobutyl-1H-benzo[d]imidazole-7-carboxylic acid C(C(C)C)C1=NC2=C(N1)C(=CC=C2)C(=O)O